(-)-3,5-Difluoro-4-{(3R*,4S*)-4-[3-(4-fluorophenyl)ureido]-5-oxopyrrolidin-3-yl}benzamide FC=1C=C(C(=O)N)C=C(C1[C@@H]1CNC([C@H]1NC(=O)NC1=CC=C(C=C1)F)=O)F |o1:10,14|